pyrimido[5',4':4,5]pyrrolo[3,2-e][1,3]diazepin-5(6H)-one 2,2,2-trifluoroacetate FC(C(=O)O)(F)F.N1=CN=CC=2C1=NC=1C2C(NC=NC1)=O